OC1=CC=C(OCC2=C(C=C(C=C2)C)NC(=O)C2=CC3=C(N2C)C=CS3)C=C1 N-[2-[(4-hydroxyphenoxy)methyl]-5-methyl-phenyl]-4-methyl-thieno[3,2-b]pyrrole-5-carboxamide